5-(difluoromethyl)-3-(2-methoxyphenyl)isoxazole potassium L-lactate C([C@@H](O)C)(=O)[O-].[K+].FC(C1=CC(=NO1)C1=C(C=CC=C1)OC)F